BrC1=CC=C(C=C1)[C@]12CNC[C@@H]2C1 (1S,5R)-1-(4-bromophenyl)-3-azabicyclo[3.1.0]hexane